2-((3-(4-(1,1-difluoropentyl)phenyl)-1,2,4-oxadiazol-5-yl)methyl)acrylic acid FC(CCCC)(F)C1=CC=C(C=C1)C1=NOC(=N1)CC(C(=O)O)=C